5-((6-fluoro-1H-benzo[d]imidazol-2-yl)methyl)-2-(2-fluorophenyl)-5H-imidazo[4,5-c]pyridine FC=1C=CC2=C(NC(=N2)CN2C=C3C(C=C2)=NC(=N3)C3=C(C=CC=C3)F)C1